CC=CCOCC(C)(C)O 2-hydroxy-2-methylpropyl (methyl)allyl ether